C(CCC(=O)[O-])(=O)[O-] (+)-succinate